2-chloro-8-(4-chlorophenyl)-7-methoxy-1,6-naphthyridine ClC1=NC2=C(C(=NC=C2C=C1)OC)C1=CC=C(C=C1)Cl